4-(methyl-(5-(4-(methylsulfonyl)phenyl)thiazolo[5,4-b]pyridin-2-yl)amino)piperidine-1-carboxylic acid isopropyl ester C(C)(C)OC(=O)N1CCC(CC1)N(C=1SC2=NC(=CC=C2N1)C1=CC=C(C=C1)S(=O)(=O)C)C